ClC1=CC=C(C(=N1)S(=O)(=O)NC(C)=O)N[C@H](C)C=1C=C(C=C2C(C(=C(OC12)C1=CC2=CN(N=C2C=C1)C)C)=O)C N-[[6-Chloro-3-[[(1R)-1-[3,6-dimethyl-2-(2-methylindazol-5-yl)-4-oxo-chromen-8-yl]ethyl]amino]-2-pyridyl]sulfonyl]acetamide